C(C=C)(=O)N1C(CN(CC1)C=1N=C2C(=NC1)NC=C2C(=O)N[C@@H](COC)C)(C)COC 2-(4-acryloyl-3-(methoxymethyl)-3-methylpiperazin-1-yl)-N-((R)-1-methoxypropan-2-yl)-5H-pyrrolo[2,3-b]pyrazine-7-carboxamide